2-([3-(Acetylsulfanyl)-2-{[(tert-butoxycarbonyl)amino]methyl}propyl]{(1R)-1-[1-benzyl-4-(2,5-difluorophenyl)-1H-imidazol-2-yl]-2,2-dimethylpropyl}amino)-2-oxoethylacetat C(C)(=O)SCC(CN(C(CCC(=O)[O-])=O)[C@H](C(C)(C)C)C=1N(C=C(N1)C1=C(C=CC(=C1)F)F)CC1=CC=CC=C1)CNC(=O)OC(C)(C)C